C(C)C1=C(C(=CC=C1)CC)N1C(C=CC1=O)=O N-(2,6-diethylphenyl)maleimide